FC(C=1C=C(C=CC1F)N1C=C(C=2[C@@H](C(CCC12)(F)F)O)S(=O)(=O)CC#N)F (S)-2-((1-(3-(difluoromethyl)-4-fluorophenyl)-5,5-difluoro-4-hydroxyl-4,5,6,7-tetrahydro-1H-indol-3-yl)sulfonyl)acetonitrile